FC1=CC=C(C=C1)C1=NC(=NC(=C1C=O)C(C)C)N(S(=O)(=O)C)C 4-(4-fluorophenyl)-6-isopropyl-2-(N-methyl-N-methylsulfonylamino)pyrimidine-5-formaldehyde